ClC1=C(C=C(C=C1)NC(CCC)=O)N1C=NN=C1 N-[4-chloro-3-(4H-1,2,4-triazol-4-yl)phenyl]butanamide